methyl 7-chlorothieno[3,2-b]pyridine-2-carboxylate ClC1=C2C(=NC=C1)C=C(S2)C(=O)OC